naphthalene-1-sulfonic acid sodium salt [Na+].C1(=CC=CC2=CC=CC=C12)S(=O)(=O)[O-]